N(=[N+]=[N-])CC1(OC2=C(C1)C=C(C=C2C\C=C\C(C)(S(=O)N)C)F)CO (E)-1-(2-(azidomethyl-5-fluoro-2-(hydroxymethyl)-2,3-dihydrobenzofuran-7-yl)ethylidene)-2-methylpropane-2-sulfinamide